[Si](C)(C)(C(C)(C)C)OC1C(C2=C(C=NC=3N2N=C(C3)Cl)NC1)(C)C 8-((tert-Butyldimethylsilyl)oxy)-2-chloro-9,9-dimethyl-6,7,8,9-tetrahydropyrazolo[1,5-a]pyrido[2,3-e]pyrimidine